C(C1=CC=CC=C1)N1[C@@H]2CN([C@H](C1)C2)C2=CC=C(C=N2)C=2C=1N(C=C(C2)C=2C=NN(C2)C)N=CC1C#N 4-(6-((1S,4S)-5-benzyl-2,5-diazabicyclo[2.2.1]heptan-2-yl)pyridin-3-yl)-6-(1-methyl-1H-pyrazol-4-yl)pyrazolo[1,5-a]pyridine-3-carbonitrile